CCC(C(C)(C)C)(C)OC(C(C)(C)C)(CC)C tetramethyl-tert-butyl ether